C(C)OCC=1C=CC=CC1 3-(ethoxymethyl)benzene